1-(4-((6-(1-methyl-1H-pyrazol-4-yl)-[1,2,4]triazolo[1,5-a]pyrazin-8-yl)oxy)azepan-1-yl)prop-2-en-1-one CN1N=CC(=C1)C=1N=C(C=2N(C1)N=CN2)OC2CCN(CCC2)C(C=C)=O